R-(+)-methyl-arachidonic acid C[C@@H](C(=O)O)CC\C=C/C\C=C/C\C=C/C\C=C/CCCCC